(S)-3-fluoro-4-(2-hydroxypropan-2-yl)-N'-((2,4,5,6-tetrahydro-1H-cyclobuta[f]inden-3-yl)carbamoyl)thiophene-2-sulfonimidamide FC1=C(SC=C1C(C)(C)O)[S@](=O)(N)=NC(NC1=C2C(=CC=3CCCC13)CC2)=O